6-bromo-4-chloro-2-methyl-1,8-naphthyridine BrC=1C=C2C(=CC(=NC2=NC1)C)Cl